FC1=CC=2OCCNC3=C(C=NN3C2C=C1)C(=O)O 13-fluoro-10-oxa-2,3,7-triazatricyclo[9.4.0.02,6]pentadeca-1(11),3,5,12,14-pentaene-5-carboxylic acid